N,N,N-trimethylethan-1-aminium methyl-sulfate COS(=O)(=O)[O-].C[N+](CC)(C)C